FC1=C(C(=C(C(=C1F)F)F)F)OC(CCCCCCCCCCCCCC(=O)OC(C)(C)C)=O pentadecanedioic acid 1-(tert-butyl) 15-(perfluorophenyl) ester